N-[2-(2-aminoethylamino)-2-oxo-ethyl]-4-[[(3R,4R)-1-(2-cyanoacetyl)-4-methyl-3-piperidyl]-methyl-amino]pyrrolo[2,3-d]pyrimidine-7-carboxamide NCCNC(CNC(=O)N1C=CC2=C1N=CN=C2N(C)[C@H]2CN(CC[C@H]2C)C(CC#N)=O)=O